COCC(=O)C1=CC2=C(NC(=N2)[C@H](COC(C(F)(F)F)(C)C)NC(OC(C)(C)C)=O)C=C1 tert-butyl (R)-(1-(5-(2-methoxyacetyl)-1H-benzo[d]imidazol-2-yl)-2-((1,1,1-trifluoro-2-methylpropan-2-yl)oxy)ethyl)carbamate